5-Carboxy-2'-deoxyuridine-5'-Triphosphate P(O)(=O)(OP(=O)(O)OP(=O)(O)O)OC[C@@H]1[C@H](C[C@@H](O1)N1C(=O)NC(=O)C(=C1)C(=O)O)O